4-[(1S)-1-aminopropyl]piperidine-1-carboxylic acid tert-butyl ester C(C)(C)(C)OC(=O)N1CCC(CC1)[C@H](CC)N